FC1(OC2=C(O1)C=C(C(=C2)[C@@H](C)OC=2C=C(C=CC2)N2N=C(C=1CCCC(C21)OC2=CC=C(C(=O)O)C=C2)C(F)(F)F)F)F 4-((1-(3-((R)-1-(2,2,6-trifluorobenzo[d][1,3]dioxol-5-yl)ethoxy)phenyl)-3-(trifluoromethyl)-4,5,6,7-tetrahydro-1H-indazol-7-yl)oxy)benzoic acid